1-methyl-1-[(1S)-1-(4-pyridyl)ethyl]-3-[(2RS,3SR)-2-[5-(3-pyridyl)-3-pyridyl]tetrahydrofuran-3-yl]urea CN(C(=O)N[C@@H]1[C@H](OCC1)C=1C=NC=C(C1)C=1C=NC=CC1)[C@@H](C)C1=CC=NC=C1 |&1:5,6|